N-acetylornithine-d C(C)(=O)N[C@@H](CCCN)C(=O)O[2H]